C(C)(C)(C)OC(=O)NCCN(C(=O)C1CCC1)CC=1N=CN(C1)C(=O)OC(C)(C)C tert-butyl 4-[(N-{2-[(tert-butoxycarbonyl)amino]ethyl}-1-cyclobutylformamido)methyl]imidazole-1-carboxylate